1-(2-bromoethyl)-pyrene BrCCC1=CC=C2C=CC3=CC=CC4=CC=C1C2=C34